(2-(2-fluoroethoxy)ethoxy)ethylamine FCCOCCOCCN